CC=1C=NN(C1)C1=CC=C(C=N1)CC 1-(6-(4-methyl-1H-pyrazol-1-yl)pyridine-3-yl)ethane